2-(2-benzyloxy-4-bromo-5-methyl-phenyl)propan-2-ol C(C1=CC=CC=C1)OC1=C(C=C(C(=C1)Br)C)C(C)(C)O